FC(OC1=C(C=C2C(=CN(C(C2=C1)=O)C1=C2C=CNC2=CC(=C1)F)C(=O)O)OC)F 7-(difluoromethoxy)-2-(6-fluoro-1H-indol-4-yl)-6-methoxy-1-oxo-1,2-dihydroisoquinoline-4-carboxylic acid